C(C)(C)(C)OC(=O)N1CCC(=CC1)C=1C=C(C2=C(N1)N(N=C2C(CC)CC)C2=CC=C(C=C2)F)C(=O)OCC ethyl 6-(1-(tert-butoxycarbonyl)-1,2,3,6-tetrahydropyridine-4-yl)-1-(4-fluorophenyl)-3-(pentan-3-yl)-1H-pyrazolo[3,4-b]pyridine-4-carboxylate